ClC=1C(=C(C=CC1)NC1=NC=NC2=CC=C(C=C12)[C@]12CN(C[C@@H]2C1)C(C=C)=O)F 1-((1S,5R)-1-(4-((3-Chloro-2-fluorophenyl)amino)quinazolin-6-yl)-3-azabicyclo[3.1.0]hexan-3-yl)prop-2-en-1-one